C(CC)NCC=CC(C)=NCC(C)C N-propyl-4-(isobutylimino)-2-penten-amine